2-bromo-N-(cyclopropylmethyl)-5-fluoro-4-(morpholinosulfonyl)aniline tert-butyl-6-(2-hydroxyethyl)-2-azaspiro[3.3]heptane-2-carboxylate C(C)(C)(C)OC(=O)N1CC2(C1)CC(C2)CCO.BrC2=C(NCC1CC1)C=C(C(=C2)S(=O)(=O)N2CCOCC2)F